ClC1=CC=C(C=C1)CN1C([C@H](CSC2=C1C=C(C(=C2)C)C=2OC(=NN2)C(C)(C)C#N)NC(OC(C)(C)C)=O)=O tert-butyl N-[(3R)-5-[(4-chlorophenyl)methyl]-7-[5-(1-cyano-1-methyl-ethyl)-1,3,4-oxadiazol-2-yl]-8-methyl-4-oxo-2,3-dihydro-1,5-benzothiazepin-3-yl]carbamate